ClC1=NC=C(C(=C1)NCCCNC(=O)C1CCC1)C(F)(F)F N-(3-((2-chloro-5-(trifluoromethyl)pyridin-4-yl)amino)propyl)cyclobutane-carboxamide